2-bromo-5-methoxy-4-(trifluoromethyl)pyridine BrC1=NC=C(C(=C1)C(F)(F)F)OC